2,5-difluoro-N-(4-(4-(2-methoxyethoxy)-2-((4-((4-methylpiperazin-1-yl)methyl)phenyl)amino)-7H-pyrrolo[2,3-d]pyrimidin-5-yl)phenyl)benzene-sulfonamide FC1=C(C=C(C=C1)F)S(=O)(=O)NC1=CC=C(C=C1)C1=CNC=2N=C(N=C(C21)OCCOC)NC2=CC=C(C=C2)CN2CCN(CC2)C